tert-Butyl N-[3-bromo-6-(2,6-dimethylphenyl)pyrazin-2-yl]-N-tert-butoxycarbonyl-carbamate BrC=1C(=NC(=CN1)C1=C(C=CC=C1C)C)N(C(OC(C)(C)C)=O)C(=O)OC(C)(C)C